2-(bis(2-(benzyloxy)ethyl)amino)ethan-1-ol C(C1=CC=CC=C1)OCCN(CCO)CCOCC1=CC=CC=C1